(E)-3-(2-oxoindol-6-yl)acrylic acid O=C1N=C2C=C(C=CC2=C1)/C=C/C(=O)O